C(C)(C)(C)OC(=O)N1C[C@H](CC1)N1C(N(C2=C1C=C(C(=C2)F)Br)CC2=NC=C(C=C2)C=2OC(=NN2)C(F)F)=O (S)-3-(6-bromo-3-((5-(5-(difluoromethyl)-1,3,4-oxadiazol-2-yl)pyridin-2-yl)methyl)-5-fluoro-2-oxo-2,3-dihydro-1H-benzo[d]imidazol-1-yl)pyrrolidine-1-carboxylic acid tert-butyl ester